tetraethylene glycol monot-butyl ether C(C)(C)(C)OCCOCCOCCOCCO